3-(E)-(3-Methoxybut-1-en-1-yl)benzene COC(/C=C/C=1C=CC=CC1)C